C1(=CC=CC=C1)C(CC1=CC=CC=C1)=O 1,2-Diphenylethane-1-one